BrC=1C=CC2=C(N(C(CC3(C2C3)C(=O)OC)=O)CC3=CC(=C(C=C3)OC)F)C1 methyl 6-bromo-4-(3-fluoro-4-methoxybenzyl)-3-oxo-2,3,4,8b-tetrahydrobenzo[b]cyclopropa[d]azepine-1a(1H)-carboxylate